4-[6,7-diethoxy-2,3-bis(hydroxymethyl)-1-naphthyl]-1-(2-methoxyethyl)-2(1H)-pyridone C(C)OC=1C=C2C=C(C(=C(C2=CC1OCC)C1=CC(N(C=C1)CCOC)=O)CO)CO